4-((3-(4-(4-amino-3-(4-phenoxyphenyl)-1H-pyrazolo[3,4-d]pyrimidin-1-yl)piperidin-1-yl)propyl)thio)-2-(2,6-dioxopiperidin-3-yl)isoindoline-1,3-dione NC1=C2C(=NC=N1)N(N=C2C2=CC=C(C=C2)OC2=CC=CC=C2)C2CCN(CC2)CCCSC2=C1C(N(C(C1=CC=C2)=O)C2C(NC(CC2)=O)=O)=O